C(C)(C)(C)OC(=O)NCC1CC2=CC(=C(C(=C2C1)F)NCC(=O)OC(C)(C)C)OCOCCOC tert-butyl [(2-{[(tert-butoxycarbonyl)amino]methyl}-4-fluoro-6-[(2-methoxyethoxy)methoxy]-2,3-dihydro-1H-inden-5-yl)amino]acetate